tert-butyl 6-(1,3-dioxoisoindol-2-yl)-3,4-dihydroisoquinoline-2(1H)-carboxylate O=C1N(C(C2=CC=CC=C12)=O)C=1C=C2CCN(CC2=CC1)C(=O)OC(C)(C)C